BrC1=CC=2C(=NN(N2)C)C=C1 5-bromo-2-methyl-2H-benzo[d][1,2,3]triazole